FC(C1=C(C=CC(=C1)C(C(F)(F)F)(C(F)(F)F)F)NC(C1=CC=CC=C1)=O)(F)F N-[2-(trifluoromethyl)-4-(heptafluoroisopropyl)phenyl]benzamide